CN1N=NN=C1N1C=NC2=C1C=CC=C2 1-(1-methyl-1H-tetrazol-5-yl)-1H-benzo[d]imidazole